ClC1=NC=C(C=N1)C1=CSC2=C1C(N(C=C2)CC(=O)N2CC(C2)(CF)F)=O 3-(2-chloropyrimidin-5-yl)-5-(2-(3-fluoro-3-(fluoromethyl)azetidin-1-yl)-2-oxoethyl)thieno[3,2-c]pyridin-4(5H)-one